OC12CCC(CC1)(C2)CNC(=O)C2CCNC1(CC1)C2 N-([4-hydroxybicyclo[2.2.1]heptan-1-yl]methyl)-4-azaspiro[2.5]octane-7-carboxamide